3-oxo-3-(3-morpholinopropyl)aminopropionic acid O=C(CC(=O)O)NCCCN1CCOCC1